N-(2-(4-chlorobenzoyl)phenyl)-N-methylnitrosamide ClC1=CC=C(C(=O)C2=C(C=CC=C2)N(N=O)C)C=C1